OC(C)C=1C(=NC(=CC1)N1C=NC2=C1C=C(C=C2)NC=2N=NC(=CC2)C)N2CC(C2)(C#N)C 1-[3-(1-hydroxyethyl)-6-[6-[(6-methylpyridazin-3-yl)amino]benzimidazol-1-yl]-2-pyridinyl]-3-methyl-azetidine-3-carbonitrile